2-(2,6-dimethylpyridin-4-yl)-5-(1-(1-fluoropropan-2-yl)piperidin-4-yl)-3-isopropyl-1H-indole CC1=NC(=CC(=C1)C=1NC2=CC=C(C=C2C1C(C)C)C1CCN(CC1)C(CF)C)C